2-[[4-(7-bromo-4-methoxy-thiazolo[4,5-c]pyridin-6-yl)pyrazol-1-yl]methoxy]ethyl-trimethyl-silane BrC=1C2=C(C(=NC1C=1C=NN(C1)COCC[Si](C)(C)C)OC)N=CS2